2-(2-fluoro-3,4-dihydroxy-5-methoxyphenyl)-N-methyl-1-(3-methyloxetan-3-yl)-1H-benzo[d]imidazole-4-carboxamide FC1=C(C=C(C(=C1O)O)OC)C1=NC2=C(N1C1(COC1)C)C=CC=C2C(=O)NC